perfluorophenyl 7-((diethoxyphosphoryl)difluoromethyl)-2-naphthoate C(C)OP(=O)(OCC)C(C1=CC=C2C=CC(=CC2=C1)C(=O)OC1=C(C(=C(C(=C1F)F)F)F)F)(F)F